COCCN(CC(=O)OC(C)(C)C)C tert-butyl N-(2-methoxyethyl)-N-methylglycinate